ClC=1C=CC(=CC1)Cl 3,6-dichlorobenzene